(6-chloropyridin-3-yl)2-(1,2,4-triazol-1-yl)-4,4-dimethyl-3-pentanone ClC1=CC=C(C=N1)CC(C(C(C)(C)C)=O)N1N=CN=C1